NC1(CC1)C1=CC=C(C=C1)C1=CC(=C(C=C1)OCC)S(=O)(=O)N1CCC2(C[C@H](CO2)NC[C@@H](COC2=CC(=CC=C2)S(=O)(=O)CC)O)CC1 (S)-1-((R)-8-(4'-(1-aminocyclopropyl)-4-ethoxybiphenyl-3-ylsulfonyl)-1-oxa-8-azaspiro[4.5]decan-3-ylamino)-3-(3-(ethylsulfonyl)phenoxy)propan-2-ol